COC(=O)C1(C(C1(C)C)(C(=O)OC)C)C dimethyl-1,2-dimethylcyclopropane-1,2-dicarboxylic acid dimethyl ester